3-((1-(benzyloxycarbonyl)azetidin-3-yl)methylsulfonyl)azetidine-1-carboxylic acid tert-butyl ester C(C)(C)(C)OC(=O)N1CC(C1)S(=O)(=O)CC1CN(C1)C(=O)OCC1=CC=CC=C1